FC1=CC2=C(N(C(N=C2N2[C@H](CN(CC2)C(=O)OC(C)(C)C)C)=O)C=2C(=NC=CC2C)C(C)C)N=C1C1=C(C=CC=C1COC)F tert-butyl (3S)-4-(6-fluoro-7-(2-fluoro-6-(methoxymethyl)phenyl)-1-(2-isopropyl-4-methylpyridin-3-yl)-2-oxo-1,2-dihydropyrido[2,3-d]pyrimidin-4-yl)-3-methylpiperazine-1-carboxylate